(P)-3-chloro-4-((3-fluoro-5-methylpyridin-2-yl)methoxy)-6''-(2-hydroxypropan-2-yl)-5',6-dimethyl-2H-[1,4':2',2''-terpyridin]-2-one ClC=1C(N(C(=CC1OCC1=NC=C(C=C1F)C)C)C1=CC(=NC=C1C)C1=NC(=CC=C1)C(C)(C)O)=O